hypophosphoric acid ethyl ester C(C)OP(=O)(O)P(=O)(O)O